tert-butyl (R)-((8-(6-methylpyridin-3-yl)chroman-4-yl)methyl)carbamate CC1=CC=C(C=N1)C=1C=CC=C2[C@@H](CCOC12)CNC(OC(C)(C)C)=O